BrC=1C=CC(=C(C1)C(=O)C1CC1)F (5-bromo-2-fluorophenyl)(cyclopropyl)methanone